2-hydroxy-3-methyl-2-cyclopentene-1-one OC=1C(CCC1C)=O